ClC1=NC(=C2C(=N1)NN=C2)NC2=C(C=CC=C2)S(=O)(=O)C(C)C 6-chloro-N-(2-(isopropylsulfonyl)phenyl)-1H-pyrazolo[3,4-d]pyrimidin-4-amine